4-((2,2-Difluorocyclopropyl)methyl)-2-methyl-6-((S)-3-methyl-4-(pyridazin-3-ylmethyl)piperazin-1-yl)benzonitrile FC1(C(C1)CC1=CC(=C(C#N)C(=C1)N1C[C@@H](N(CC1)CC=1N=NC=CC1)C)C)F